The molecule is a docosatetraenoic acid in which the four double bonds are located at positions 7, 10, 13 and 16 (geometry unspecified). It has a role as a mouse metabolite. CCCCCC=CCC=CCC=CCC=CCCCCCC(=O)O